2-[2-oxo-1-(piperidin-4-yl)-2,3-dihydro-1H-1,3-benzodiazol-4-yl]acetic acid methyl ester COC(CC1=CC=CC=2N(C(NC21)=O)C2CCNCC2)=O